9H-pyrido[2',3':4,5]pyrrolo[2,3-d]pyrimidine-9-carboxylic acid tert-butyl ester C(C)(C)(C)OC(=O)N1C2=C(C3=C1N=CN=C3)N=CC=C2